5-(3-(2,2-difluoroethyl)-2-methyl-3H-imidazo[4,5-b]pyridin-5-yl)-N-(2-azaspiro[3.3]heptan-6-yl)pyrrolo[2,1-f][1,2,4]triazin-2-amine FC(CN1C(=NC=2C1=NC(=CC2)C=2C=CN1N=C(N=CC12)NC1CC2(CNC2)C1)C)F